FC1=CC=C(C=C1)C=1SC(=CC1)CC1=C(C=CC(=C1)I)C 2-(4-fluorophenyl)-5-[(5-iodo-2-methylphenyl)methyl]thiophene